O=C1NC([C@](N1)(C=1N=CSC1)CNC(=O)C=1C(=CC(=CC1)F)C1=CC=C(C=C1)C(F)(F)F)=O |r| rac-N-{[2,5-dioxo-4-(1,3-thiazol-4-yl)imidazolidin-4-yl]methyl}-5-fluoro-4'-(trifluoromethyl)[biphenyl]-2-carboxamide